C(=O)(OC(C)(C)C)N1C[C@@H](CC1)CC(=O)O (S)-2-(1-Boc-pyrrolidin-3-yl)acetic acid